ClC1=C(C=C(CN2[C@H](CN(CC2)C(=O)N2N=C(C=C2)NS(=O)(=O)C)C)C=C1)N1CCC(CC1)C(F)(F)F (S)-N-(1-(4-(4-Chloro-3-(4-(trifluoromethyl)piperidin-1-yl)benzyl)-3-methylpiperazine-1-carbonyl)-1H-pyrazol-3-yl)methanesulfonamide